C1(=CC=CC=C1)C(=O)N1CCC(CC1)CCCC1=CC=CC=C1 Phenyl-[4-(3-phenylpropyl)-1-piperidyl]methanone